FC1([C@H](CN(CC1)C1=C(C(=O)NC2=CC(=NC=C2)[S@@](=O)(=N)C)C=C(C=C1)C(F)(F)F)C)F 2-((S)-4,4-difluoro-3-methylpiperidin-1-yl)-N-(2-((R)-S-methylsulfonimidoyl)pyridin-4-yl)-5-(trifluoromethyl)benzamide